ClCC(=O)N 2-Chloroacetamid